1-(5-amino-2-pyridyl)-2-(3,5-difluoro-2-pyridyl)-2-Methyl-propan-1-one NC=1C=CC(=NC1)C(C(C)(C)C1=NC=C(C=C1F)F)=O